[Si](C1=CC=CC=C1)(C1=CC=CC=C1)(C(C)(C)C)O[C@H](CC[C@H](C)N1C=CC(C2=CC=C(C=C12)F)=O)C 1-[(1S,4S)-4-[tert-butyl(diphenyl)silyl]oxy-1-methyl-pentyl]-7-fluoro-quinolin-4-one